5-chloro-N4-[4-(dimethylphosphoryl)phenyl]-N2-{2-methoxy-4-[4-(4-methylpiperazin-1-yl)piperidin-1-yl]phenyl}pyrimidine-2,4-diamine ClC=1C(=NC(=NC1)NC1=C(C=C(C=C1)N1CCC(CC1)N1CCN(CC1)C)OC)NC1=CC=C(C=C1)P(=O)(C)C